O[C@@H]1C[C@@]2([C@@H](C[C@H]3[C@@H]4CC[C@H]([C@@H](CCC(=O)NCC(=O)O)C)[C@]4(CC[C@@H]3[C@]2(CC1)C)C)O)O N-(3β,5α,6β-trihydroxycholan-24-oyl)glycine